4-(4-(2-hydroxypyridin-4-yl)benzyl)-2,5-dimethylthiophene OC1=NC=CC(=C1)C1=CC=C(CC=2C=C(SC2C)C)C=C1